SC1=NN=NC(=C1)S 4,6-dimercaptotriazine